ClC1=CC=C(C(=N1)C1=NOC(N1)=O)O[C@H](C)C=1C=C(C=C2C(C(=C(OC12)C=1C=C2C(=NC1)OC(O2)(C)C)C)=O)C 3-[6-Chloro-3-[(1R)-1-[2-(2,2-dimethyl-[1,3]dioxolo[4,5-b]pyridin-6-yl)-3,6-dimethyl-4-oxo-chromen-8-yl]ethoxy]-2-pyridyl]-4H-1,2,4-oxadiazol-5-one